3-(3-chloro-4-fluorophenyl)-1-((5,5-dioxo-1,4,6,7-tetrahydrothiopyrano[4,3-c]pyrazol-3-yl)methyl)-1-(6-methoxypyridin-3-yl)urea ClC=1C=C(C=CC1F)NC(N(C=1C=NC(=CC1)OC)CC=1C2=C(NN1)CCS(C2)(=O)=O)=O